(1R,3S,5S,6R)-6-fluoro-8-azabicyclo[3.2.1]octan F[C@H]1[C@@H]2CCC[C@H](C1)N2